NC[C@H]1C[C@@H](CC1)N(C1=C2CN(C(C2=CC=C1)=O)C1C(NC(CC1)=O)=O)CCC1CC1 3-(4-(((1R,3R)-3-(aminomethyl)cyclopentyl)(2-cyclopropylethyl)amino)-1-oxoisoindolin-2-yl)piperidine-2,6-dione